FC=1C=C2C(N(C=3N(C2=CC1)C(NN3)=S)CCC(F)(F)F)=O 7-fluoro-1-thioxo-4-(3,3,3-trifluoropropyl)-2,4-dihydro-[1,2,4]triazolo[4,3-a]quinazolin-5(1H)-one